COC=1C=C(C=CC1OC)C=1NC2=CC=C(C=C2C1C(C)C)OCC(=O)NCC1(CCN(CC1)C)O 2-((2-(3,4-dimethoxyphenyl)-3-isopropyl-1H-indol-5-yl)oxy)-N-((4-hydroxy-1-methylpiperidin-4-yl)methyl)acetamide